tert-butyl-(S)-4-(((R)-tert-butylsulfinyl)amino)-2-chloro-4,6-dihydrospiro[cyclopenta[d]thiazole-5,4'-piperidine]-1-carboxylic acid tert-butyl ester C(C)(C)(C)OC(=O)S1C(=NC2=C1CC1(CCN(CC1)C(C)(C)C)[C@@H]2N[S@](=O)C(C)(C)C)Cl